3'-((tert-butyldimethylsilyl)oxy)-7-chloro-3-ethyl-3,4-dihydrospiro[benzo[d][1,2]thiazine-1,1'-cyclobutane]-2,2-dioxide [Si](C)(C)(C(C)(C)C)OC1CC2(C1)C1=C(CN(S2(=O)=O)CC)C=CC(=C1)Cl